O\N=C(\C1=CC(=CC=C1)C1OC2=C(C1)C=C(C=C2)C(F)(F)F)/N (Z)-N'-hydroxy-3-(5-(trifluoromethyl)-2,3-dihydrobenzofuran-2-yl)benzimidamide